(2,5'-bipyrimidine)-5-carboxylate N1=C(N=CC(=C1)C(=O)[O-])C=1C=NC=NC1